N1=CN=C(C2=C1NC=C2)NCCNS(=O)(=O)C2=C(C(=C(C(=C2F)F)F)F)F (2-((7H-pyrrolo[2,3-d]pyrimidin-4-yl)amino)ethyl)-2,3,4,5,6-pentafluorobenzenesulfonamide